isobutyl n-decanoate C(CCCCCCCCC)(=O)OCC(C)C